ClC=1C=C2C(N3C(=NC2=CC1)[C@H]1CCCN([C@@H]1CC3)C)=O (4aR,13bS)-10-chloro-4-methyl-1,2,3,4,4a,5,6,13b-octahydro-8H-[1,6]naphthyridino[5,6-b]quinazolin-8-one